C(C)(C)(C)OC(=O)N1C=C(C=2C1=NC=CC2C=2N(C1=CC=C(C=C1C2CC)C2CCN(CC2)C(=O)OC(C)(C)C)C(=O)OC(C)(C)C)Br 3-bromo-4-(1-(tert-butoxycarbonyl)-5-(1-(tert-butoxycarbonyl)piperidin-4-yl)-3-ethyl-1H-indol-2-yl)-1H-pyrrolo[2,3-b]Pyridine-1-carboxylic acid tert-butyl ester